methyl 2-chloro-5,6,7,8-tetrahydro-1,6-naphthyridine-7-carboxylate hydrochloride Cl.ClC1=NC=2CC(NCC2C=C1)C(=O)OC